racemic-7-chloro-N-(1-(2-fluoro-3-methyl-phenyl)ethyl)-4-methylpyrido[3,4-d]pyridazin-1-amine ClC1=CC=2C(=C(N=NC2N[C@H](C)C2=C(C(=CC=C2)C)F)C)C=N1 |r|